4-(5-((6-(3,5-dichlorophenyl)-4-((4-(2-methoxy-2-oxoethyl)piperidin-1-yl)methyl)-3-methylpyridin-2-yl)oxy)pyridin-2-yl)piperazine-1-carboxylic acid tert-butyl ester C(C)(C)(C)OC(=O)N1CCN(CC1)C1=NC=C(C=C1)OC1=NC(=CC(=C1C)CN1CCC(CC1)CC(=O)OC)C1=CC(=CC(=C1)Cl)Cl